N,N-dimethyl-N-(2,3-dihydroxypropyl)ammonium C[NH+](CC(CO)O)C